C(C)(C)OC(C)C di-i-propylether